ClC1=CC(=C(COC2=NC=C(C(=N2)N2C[C@@H](N(CC2)CC2=NC3=C(N2C[C@H]2OCC2)C=C(C=C3)C(=O)[O-])C)F)C=C1)F.[NH4+] ammonium 2-{[(2S)-4-{2-[(4-chloro-2-fluorobenzyl) oxy]-5-fluoropyrimidin-4-yl}-2-methylpiperazin-1-yl] methyl}-1-[(2S)-oxetan-2-ylmethyl]-1H-benzimidazole-6-carboxylate